(3S)-3-({1-cyclopentyl-5-[2-(trifluoromethyl)phenyl]-1H-pyrazol-3-yl}formamido)-5-(4-fluorophenyl)-N-(1-methylazetidin-3-yl)pentanamide C1(CCCC1)N1N=C(C=C1C1=C(C=CC=C1)C(F)(F)F)C(=O)N[C@H](CC(=O)NC1CN(C1)C)CCC1=CC=C(C=C1)F